methyl 2-[3-(1,3-benzothiazol-2-ylamino)-4-methyl-6,7-dihydro-5H-pyrido[2,3-c]pyridazin-8-yl]-5-[3-[4-[3-(dimethylamino)prop-1-ynyl]phenoxy]propyl]thiazole-4-carboxylate S1C(=NC2=C1C=CC=C2)NC2=C(C1=C(N=N2)N(CCC1)C=1SC(=C(N1)C(=O)OC)CCCOC1=CC=C(C=C1)C#CCN(C)C)C